(trans)-N,N-dibenzyl-4-(methoxy-d3)cyclohexan-1-amine C(C1=CC=CC=C1)N([C@@H]1CC[C@H](CC1)OC([2H])([2H])[2H])CC1=CC=CC=C1